C(CCCCCCC)SCC1=C(C(=CC(=C1)CSCCCCCCCC)C(C)(C)C)O 2,4-dioctylthiomethyl-6-tert-butyl-phenol